sarcosine glutarate C(CCCC(=O)O)(=O)O.N(C)CC(=O)O